(-)-D-phenylalanyl-L-cysteinyl-L-phenylalanyl-D-tryptophyl-L-lysyl-L-threonyl-N-[(1R,2R)-2-hydroxy-1-(hydroxymethyl)propyl]-L-cysteinamide N[C@H](CC1=CC=CC=C1)C(=O)N[C@@H](CS)C(=O)N[C@@H](CC1=CC=CC=C1)C(=O)N[C@H](CC1=CNC2=CC=CC=C12)C(=O)N[C@@H](CCCCN)C(=O)N[C@@H]([C@H](O)C)C(=O)N[C@@H](CS)C(=O)N[C@@H]([C@@H](C)O)CO